benzyl 5-oxo-1,4-oxazepane-4-carboxylate O=C1N(CCOCC1)C(=O)OCC1=CC=CC=C1